N=1N2C(=CC1C=1C=C(C=NC1)C(F)(F)F)[C@]1(CC2)CNCC1 5-[(3R)-5',6'-dihydrospiro[pyrrolidine-3,4'-pyrrolo[1,2-b]pyrazol]-2'-yl]-3-(trifluoromethyl)pyridin